dimethyl-(2-(octadecylsilyl)benzyl)silane C[SiH](CC1=C(C=CC=C1)[SiH2]CCCCCCCCCCCCCCCCCC)C